FC=1C=C(C=C(C1)F)C=1OC(=C(N1)C(=O)NCCN1CCN(CC1)C)C1=CC=CC=C1 (3,5-difluorophenyl)-N-(2-(4-methylpiperazin-1-yl)ethyl)-5-phenyloxazole-4-carboxamide